2-(5-Chlorooxazolo[4,5-b]pyridin-2-yl)-3,5-dihydro-1H-pyrrolo[3,4-c]pyridin-6-one ClC1=CC=C2C(=N1)N=C(O2)N2CC1=CNC(C=C1C2)=O